C(#N)C1=C(C=CC=C1)OCC 2-cyanophenetole